OC=CN1C=NC=C1 1-hydroxy-2-(imidazol-1-yl)-ethylene